C1(CCC1)OC1=NC=CC(=C1)CNC(=O)C1(CN(C(C1)=O)C1=CC(=CC(=C1)F)F)C N-{[2-(cyclobutyloxy)pyridin-4-yl]methyl}-1-(3,5-difluorophenyl)-3-methyl-5-oxo-pyrrolidine-3-carboxamide